C1(CCC(CC)N1)=O gamma-Caprolactam